N-((1-(6-CYANO-7-FLUOROQUINAZOLIN-4-YL)PIPERIDIN-3-YL)METHYL)METHANESULFONAMIDE HYDROCHLORIDE Cl.C(#N)C=1C=C2C(=NC=NC2=CC1F)N1CC(CCC1)CNS(=O)(=O)C